C(C1CO1)N(C1=CC=C(C=C1)O)CC1CO1 N,N-diglycidyl-para-aminophenol